C(C)(C)(C)C1=NC(=NO1)C(=O)NCC1=C(C=C(C=C1)C1=C(C=NC=C1)N1CC(CCC1)N(C(OC(C)(C)C)=O)C)C tert-butyl (1-(4-(4-((5-(tert-butyl)-1,2,4-oxadiazole-3-carboxamido)methyl)-3-methylphenyl)pyridin-3-yl)piperidin-3-yl)(methyl)carbamate